ClC=1C=C2C(=CC(=NC2=CC1)C(F)(F)F)N[C@@H]1C[C@@H](CCC1)NC(=O)C=1C=NN(C1C)C N-[(1R,3S)-3-{[6-chloro-2-(trifluoromethyl)quinolin-4-yl]amino}cyclohexyl]-1,5-dimethyl-1H-pyrazole-4-carboxamide